N-(2-allylphenyl)p-toluenesulfonamide C(C=C)C1=C(C=CC=C1)NS(=O)(=O)C1=CC=C(C)C=C1